C(C=C)C=1C=C(C=CC1O)C1=C(C(=CC(=C1)CC=C)N)O 3',5-diallyl-3-amino-2,4'-dihydroxy-1,1'-biphenyl